5-(2-(((1-methylpiperidin-4-yl)methyl)amino)-7H-pyrrolo[2,3-d]pyrimidin-5-yl)-N-(tetrahydro-2H-pyran-4-yl)pyrazolo[1,5-a]pyridine-3-carboxamide CN1CCC(CC1)CNC=1N=CC2=C(N1)NC=C2C2=CC=1N(C=C2)N=CC1C(=O)NC1CCOCC1